O.CC1=C2C=CC=NC2=C2N=CC=CC2=C1 5-methyl-1,10-phenanthroline hydrate